C(CO)(=O)OCCCCCCCCCCCCCCCCCCCC eicosyl glycolate